O=C1N(C=CC=C1C(=O)O)C1=CC=C(C=C1)C 2-oxo-1-(p-tolyl)-1,2-dihydropyridine-3-carboxylic acid